methyl 7-bromo-3-methyl-2H-benzofuran-3-carboxylate BrC1=CC=CC=2C(COC21)(C(=O)OC)C